FC(C(C)F)O 1,2-difluoropropanol